(S)-1-(5-fluoro-2-(4-(5-(5-methylthiazol-2-yl)-4,5-dihydro-1H-pyrazole-1-carbonyl)piperazin-1-yl)pyrimidin-4-yl)-5-methyl-1H-1,2,4-triazole-3-carbonitrile FC=1C(=NC(=NC1)N1CCN(CC1)C(=O)N1N=CC[C@H]1C=1SC(=CN1)C)N1N=C(N=C1C)C#N